Methyl 7'-chloro-4,5-dihydro-2H-spiro[benzo[b][1,4]oxazepine-3,4'-chroman]-7-carboxylate ClC1=CC=C2C3(CCOC2=C1)CNC1=C(OC3)C=CC(=C1)C(=O)OC